C(=CCCCCCCCCCCCCCCCC)N1C(=C(C(C=C1)=O)OC(=O)C(C)(C)C)C=O N-octadecenyl-2-formyl-3-t-butylcarbonyloxy-pyridin-4-one